C(C)(C)(C)OC(=O)N1CCC(CC1)CN(C1CC(C1)OC=1C=CC(=NC1)C(=O)OC)C(C)C methyl 5-[3-[(1-tert-butoxycarbonyl-4-piperidyl)methyl-isopropyl-amino]cyclobutoxy]pyridine-2-carboxylate